1-[3-(2,3-dichlorophenyl)-5-hydroxymethyl-1H-pyrazolo[3,4-b]pyrazin-6-yl]-N-(4-fluorophenyl)-4-methylpiperidine-4-carboximidamide ClC1=C(C=CC=C1Cl)C1=NNC2=NC(=C(N=C21)CO)N2CCC(CC2)(C(NC2=CC=C(C=C2)F)=N)C